5-(4-(cyclopropylthio)benzyl)-7-fluoro-8-methoxy-5H-pyrido[3,2-b]indole C1(CC1)SC1=CC=C(CN2C3=C(C=4C=C(C(=CC24)F)OC)N=CC=C3)C=C1